FC=1C=C(C=C(C1)F)C[C@@H](C(=O)OCCCCCCCCCCCCCC)N[P@](=O)(OC1=CC=CC=C1)OC1=C(C(=C(C(=C1F)F)F)F)F tetradecyl (S)-3-(3,5-difluorophenyl)-2-(((S)-(perfluorophenoxy)(phenoxy)phosphoryl)amino)propanoate